1-methyl-3-(2-(methylamino)ethyl)imidazolidin-2-one CN1C(N(CC1)CCNC)=O